(S)-N-(1-methylpiperidin-4-yl)-5-(2-((1,1,1-trifluoropropan-2-yl)amino)-7H-pyrrolo[2,3-d]pyrimidin-5-yl)pyrazolo[1,5-a]pyridine-3-carboxamide CN1CCC(CC1)NC(=O)C=1C=NN2C1C=C(C=C2)C2=CNC=1N=C(N=CC12)N[C@H](C(F)(F)F)C